5-((t-Butoxycarbonyl)amino)nicotinic acid methyl ester COC(C1=CN=CC(=C1)NC(=O)OC(C)(C)C)=O